(1S,3R)-3-(3-{[(2-meth-oxypyridin-4-yl)acetyl]-amino}-1H-pyrazol-5-yl)cyclopentyl (2R,3S)-3-hydroxy-2-methylazetidine-1-carboxylate O[C@@H]1[C@H](N(C1)C(=O)O[C@@H]1C[C@@H](CC1)C1=CC(=NN1)NC(CC1=CC(=NC=C1)OC)=O)C